CC1=NN(C2=CC=C(C=C12)O)COCC[Si](C)(C)C 3-methyl-1-((2-(trimethylsilyl)ethoxy)methyl)-1H-indazol-5-ol